C12C(C3CC(CC(C1)C3)C2)=C(C=2C=CC(=C(C2)O)\C=C\C2=CC=NC=C2)OC 5-(((1r,3r,5r,7s)-adamantan-2-ylidene)(methoxy)methyl)-2-((E)-2-(pyridin-4-yl)vinyl)phenol